FC=1C(=NC=CC1)OC=1C=CC(=NC1)N 5-((3-fluoropyridin-2-yl)oxy)pyridin-2-amine